(3R,5S)-5-((6-(2-hydroxy-6-methyl-4-(trifluoromethyl)phenyl)pyridazin-3-yl)amino)-1-methylpiperidin-3-ol OC1=C(C(=CC(=C1)C(F)(F)F)C)C1=CC=C(N=N1)N[C@H]1C[C@H](CN(C1)C)O